2-Cyclopropoxymalonic acid diethyl ester C(C)OC(C(C(=O)OCC)OC1CC1)=O